NC1=C(C2=C(S1)C(C(CC2)(C2=CC=CC=C2)CC2=CC(=NO2)C)=O)C(=O)NC2CC2 2-Amino-N-cyclopropyl-6-((3-methylisoxazol-5-yl)methyl)-7-oxo-6-phenyl-4,5,6,7-tetrahydrobenzo[b]thiophene-3-carboxamide